tert-Butyl ((3S,4S)-8-(5-((8-chloro-2-(2-methoxypropyl)-1-oxo-1,2-dihydroisoquinolin-7-yl)thio)pyrazin-2-yl)-3-methyl-2-oxa-8-azaspiro[4.5]decan-4-yl)carbamate ClC=1C(=CC=C2C=CN(C(C12)=O)CC(C)OC)SC=1N=CC(=NC1)N1CCC2([C@@H]([C@@H](OC2)C)NC(OC(C)(C)C)=O)CC1